NC1=C(C(=NN1C1CC(C2=CC=CC=C12)=O)C1=CC=C(C=C1)Br)C(=O)O 5-amino-3-(4-bromophenyl)-1-(3-oxoindan-1-yl)pyrazole-4-carboxylic acid